2-chloro-5-[1-[3-chloro-1-methyl-5-(1,1,2,2,2-pentafluoroethyl)pyrrol-2-yl]pyrazol-4-yl]-N-(1-cyanocyclopropyl)benzamide ClC1=C(C(=O)NC2(CC2)C#N)C=C(C=C1)C=1C=NN(C1)C=1N(C(=CC1Cl)C(C(F)(F)F)(F)F)C